2-Hydrazinyl-N-methyl-6-nitro-N-Phenylquinazolin-4-amine N(N)C1=NC2=CC=C(C=C2C(=N1)N(C1=CC=CC=C1)C)[N+](=O)[O-]